C(#N)C=1C=C2C(=NC1)N(N=C2)C2=NC=C(C(=O)NC1CCC(CC1)CCO)C(=C2)N[C@H](C)C#N 6-(5-cyano-1H-pyrazolo[3,4-b]pyridin-1-yl)-4-(((R)-1-cyanoethyl)amino)-N-((1r,4R)-4-(2-hydroxyethyl)cyclohexyl)nicotinamide